(2S,3R,4R,5S,6R)-2-[4-chloro-3-[4-[(S)-tetrahydrofurane-3-yloxy]benzyl]phenyl]-6-(hydroxymethyl)tetrahydro-2H-pyran-3,4,5-triol ClC1=C(C=C(C=C1)[C@@H]1O[C@@H]([C@H]([C@@H]([C@H]1O)O)O)CO)CC1=CC=C(C=C1)O[C@@H]1COCC1